CC(/C=C/C1=C(C=C(C=C1)OCC(=O)N)OCC(=O)N)CCC=C(C)C (E)-2,2'-(4-(3,7-dimethylocta-1,6-dienyl)-1,3-phenylene)bis(oxy)diacetamide